BrC1=CC(=C(CCNS(=O)(=O)C(F)(F)F)C=C1OC)OC N-(4-bromo-2,5-dimethoxyphenethyl)-1,1,1-trifluoromethanesulfonamide